CC1=C(C=CC(=C1)C1=NC(=NC=C1)NC=1C=NN(C1)C)NC(=O)C1(CC1)C(=O)O ((2-methyl-4-(2-((1-methyl-1H-pyrazol-4-yl)amino)pyrimidin-4-yl)phenyl)carbamoyl)cyclopropane-1-carboxylic acid